[3-[(2-chloro-4-fluoro-phenyl)methoxy]azetidin-1-yl]-[6-(5-fluoro-3-pyridyl)-2-azaspiro[3.3]heptan-2-yl]methanone ClC1=C(C=CC(=C1)F)COC1CN(C1)C(=O)N1CC2(C1)CC(C2)C=2C=NC=C(C2)F